6-fluoro-3-methyl-2-morpholino-4-oxo-3,4-dihydroquinazoline FC=1C=C2C(N(C(=NC2=CC1)N1CCOCC1)C)=O